C(C)(C)(C)C1=NN(C2=C3C(=CC=C12)O[C@@H](CN(C3)C(=O)OCC3=NN1C(CCCCC1)=C3)CC)C (5,6,7,8-tetrahydro-4H-pyrazolo[1,5-a]azepin-2-yl)methanol t-butyl-(R)-7-ethyl-1-methyl-1,7,8,10-tetrahydro-9H-[1,4]oxazepino[7,6-g]indazole-9-carboxylate